C(C1=CC=CC=C1)NC1=NC(=NN2C1=CC=C2CN2CCOCC2)N2C(=CC=1C(=CC=CC21)C(=O)N)C 1-(4-(benzylamino)-7-(morpholinomethyl)pyrrolo[2,1-f][1,2,4]triazin-2-yl)-2-methyl-1H-indole-4-carboxamide